N1C=C(C2=CC=CC=C12)C[C@@H]1N(CCC2=CC(=C(C=C12)OC)OC)C=O (S)-1-((1H-indol-3-yl)methyl)-6,7-dimethoxy-3,4-dihydroisoquinoline-2(1H)-formaldehyde